ClC1=C(C=CC=C1C1=C(C(=NC=C1)NC1=C(C(=CC=C1)CN1CC(C1)CO)F)Cl)C1=CC=C(C(=N1)OC)CNCC1CCC(N1)=O 5-((((6-(2-chloro-3-(3-chloro-2-((2-fluoro-3-((3-(hydroxymethyl)azetidin-1-yl)methyl)phenyl)amino)pyridin-4-yl)phenyl)-2-methoxypyridin-3-yl)methyl)amino)methyl)pyrrolidin-2-one